OC1=C(C=CC(=C1)OCC)C1=NC(=NC(=N1)C1=C(C=C(C=C1)OCC)O)C1=C(C=C(C=C1)OCC)O 2,4,6-tris(2-hydroxy-4-ethoxyphenyl)-1,3,5-triazine